S1C2(SCCC1)CC1C3=CC=CC=C3CCN1C=1CCCC(C12)=O 2,3,4,5,6,10b,11,12-Octahydro-spiro[4b-azachrysen-12,2'-[1,3]dithian]-1-one